Ethyl 5-(2,2-dimethylmorpholin-4-yl)pyrazolo[1,5-a]pyrimidine-3-carboxylate CC1(CN(CCO1)C1=NC=2N(C=C1)N=CC2C(=O)OCC)C